1-(2,5-dimethoxy-4-propylphenyl)-4-hydroxybutan-2-one COC1=C(C=C(C(=C1)CCC)OC)CC(CCO)=O